NC1=C(C=C(C=C1C1=CC=C(C=C1)S(N)(=O)=O)C#CCC=1C(=C(C(=O)O)C=CC1)C)C(N)=O 3-(6-amino-5-carbamoyl-4'-sulfamoyl-[1,1'-biphenyl]-3-yl)prop-2-yn-1-yl-2-methylbenzoic acid